ClC1=CC=C(C=C1)C=1N=C2N(C=CC=C2)C1CN1CC2COCC(C1)N2C(=O)N(CC)C2CCCCC2 7-{[2-(4-chlorophenyl)imidazo[1,2-a]pyridin-3-yl]methyl}-N-cyclohexyl-N-ethyl-3-oxa-7,9-diazabicyclo[3.3.1]nonane-9-carboxamide